methyl 5-((2-cyclopropyl-6-(oxetan-3-yl)-3,4-dihydroquinolin-1(2H)-yl) sulfonyl)-2-hydroxybenzoate C1(CC1)C1N(C2=CC=C(C=C2CC1)C1COC1)S(=O)(=O)C=1C=CC(=C(C(=O)OC)C1)O